Methyl (5S,8S,11S)-8-benzyl-5-(naphthalen-1-ylmethyl)-3,6,9-trioxo-11-(((S)-2-oxopiperidin-3-yl)methyl)-1-phenyl-2-oxa-4,7,10-triazadodecan-12-oate C(C1=CC=CC=C1)[C@H](NC([C@@H](NC(OCC1=CC=CC=C1)=O)CC1=CC=CC2=CC=CC=C12)=O)C(N[C@H](C(=O)OC)C[C@H]1C(NCCC1)=O)=O